C1(CCCCC1)PC1=C(C=CC=C1)C1=C(C=C(C=C1C(C)C)C(C)C)C(C)C 2-cyclohexylphosphino-2',4',6'-triisopropylbiphenyl